2,5-dichloro-N-((1r,4r)-4-((3-(2,3-difluorophenyl)-3-hydroxy-2-oxoindolin-1-yl)methyl)cyclohexyl)nicotinamide ClC1=C(C(=O)NC2CCC(CC2)CN2C(C(C3=CC=CC=C23)(O)C2=C(C(=CC=C2)F)F)=O)C=C(C=N1)Cl